N-((1S,2S)-2-hydroxycyclohexyl)-5-methyl-4-(4-(1-methyl-1H-pyrazol-3-yl)benzyl)-6-(1H-pyrazol-1-yl)picolinamide O[C@@H]1[C@H](CCCC1)NC(C1=NC(=C(C(=C1)CC1=CC=C(C=C1)C1=NN(C=C1)C)C)N1N=CC=C1)=O